OC1=CC=C(C=2C3[C@H](C[C@@]4([C@H](CCC4C3CCC12)C(=O)OC)C)O)C (11S,13S,17S)-methyl 4,11-dihydroxy-1,13-dimethyl-7,8,9,11,12,13,14,15,16,17-decahydro-6H-cyclopenta[a]phenanthrene-17-carboxylate